[(1R)-1-(2,4-dichlorophenyl)ethyl]-2-methyl-5-(piperazin-1-yl)pyrazolo[4,3-d]pyrimidin-7-amine ClC1=C(C=CC(=C1)Cl)[C@@H](C)C=1N(N=C2C1N=C(N=C2N)N2CCNCC2)C